CN1C(C2=CC=CC=C2C=C1)=O 2-methylIsoquinolin-1(2H)-one